BrC1=CC(=C(CN2CCN(CC2)C)C=C1)C 1-(4-bromo-2-methylbenzyl)-4-methylpiperazine